sulfenyl-phthalimide thioglycerate C(C(O)CO)(=S)O.S=C1C2C(C(=O)NC2=O)=CC=C1